4-amino-N,3-dimethyl-N-((3S)-6-(pentafluoro-lambda6-sulfanyl)-2,3-dihydro-1-benzofuran-3-yl)-3H-pyrazolo[3,4-c][1,7]naphthyridine-8-carboxamide NC1=NC=2C=NC(=CC2C2=C1N(N=C2)C)C(=O)N([C@@H]2COC1=C2C=CC(=C1)S(F)(F)(F)(F)F)C